ethyl 3-(benzyloxy)-1-[(1r,4r)-4-{[(tert-butoxy) carbonyl] amino} cyclohexyl]-1H-pyrazole-4-carboxylate C(C1=CC=CC=C1)OC1=NN(C=C1C(=O)OCC)C1CCC(CC1)NC(=O)OC(C)(C)C